ClC=1C=CC(=C(C(=O)O)C1)NC(C)C=1C=C(C=C2C(N(C(=NC12)N1CC2=CC=C(C=C2C1)F)C)=O)C 5-chloro-2-((1-(2-(5-fluoroisoindolin-2-yl)-3,6-dimethyl-4-oxo-3,4-dihydro-quinazolin-8-yl)ethyl)amino)benzoic acid